ClC1=CC(=C(N=N1)OC)C(O)C1CCCC1 (6-chloro-3-methoxypyridazin-4-yl)(cyclopentyl)methanol